4-((S)-6-((tert-butyldiphenylsilyl)oxy)-6-methyl-1,4-oxazepan-4-yl)-6-(1-((2S,4R)-4-fluoro-1-(methyl-d3)pyrrolidin-2-yl)ethoxy)-1,3,5-triazine-2-carbonitrile [Si](C1=CC=CC=C1)(C1=CC=CC=C1)(C(C)(C)C)O[C@]1(CN(CCOC1)C1=NC(=NC(=N1)OC(C)[C@H]1N(C[C@@H](C1)F)C([2H])([2H])[2H])C#N)C